COC1=CC=C(CN(C2=NC=3C=CC(=CC3C=3N2C=NC3)C(=O)N(CC3=NC=C(C=C3)C(F)(F)F)[C@H](C)C3=NC=CC=N3)CC3=CC=C(C=C3)OC)C=C1 (R)-5-(bis(4-methoxybenzyl)amino)-N-(1-(pyrimidin-2-yl)ethyl)-N-((5-(trifluoromethyl)pyridin-2-yl)methyl)imidazo[1,5-c]quinazoline-9-carboxamide